3-(3-cyclopropylisothiazol-5-yl)-N-((trans-4-(4-methoxy-3-methylphenyl)cyclohexyl)methyl)aniline C1(CC1)C1=NSC(=C1)C=1C=C(NC[C@@H]2CC[C@H](CC2)C2=CC(=C(C=C2)OC)C)C=CC1